ethyl 3-(3-((7-(5-methyl-1,2,4-oxadiazol-3-yl)isoquinolin-1-yl)amino)propanamido)-1H-pyrazole-5-carboxylate CC1=NC(=NO1)C1=CC=C2C=CN=C(C2=C1)NCCC(=O)NC1=NNC(=C1)C(=O)OCC